NC=1C2=C(N=CN1)N(C(=C2C2=CC(=C(C=C2)OC2=NC(=CC=C2)C)OC)C#CC2CN(C2)C2C[C@H](N(CC2)C(C=C)=O)CO)C 1-((2S)-4-(3-((4-amino-5-(3-methoxy-4-(6-methylpyridin-2-yloxy)phenyl)-7-methyl-7H-pyrrolo[2,3-d]pyrimidin-6-yl)ethynyl)azetidin-1-yl)-2-(hydroxymethyl)piperidin-1-yl)prop-2-en-1-one